N(=[N+]=[N-])[C@H]([C@@H](F)C1=CC=C(C#N)C=C1)[C@@H](CCC)F |r| (±)-4-((1s,2s,3r)-2-azido-1,3-difluorohexyl)benzonitrile